tert-Butyl (4E)-4-[3-(2-chloropyridin-4-yl)prop-2-yn-1-ylidene]-3,3-dimethylpiperidine-1-carboxylate ClC1=NC=CC(=C1)C#C\C=C/1\C(CN(CC1)C(=O)OC(C)(C)C)(C)C